9-((7-oxaspiro[3.5]non-2-yl)amino)heptadecanedioic acid 1-(heptadecane-9-yl) 17-nonyl ester C(CCCCCCCC)OC(CCCCCCCC(CCCCCCCC(=O)OC(CCCCCCCC)CCCCCCCC)NC1CC2(C1)CCOCC2)=O